FC=1C=C2C(CN(CC2=CC1)C1=CC(=C(C(=C1)C)NC(CC(C)(C)C)=O)C)([2H])[2H] N-(4-(6-fluoro-3,4-dihydroisoquinolin-2(1H)-yl-4,4-d2)-2,6-dimethylphenyl)-3,3-dimethylbutanamide